IC1=C(C(=C(C=C1C1=C(C=C(C=C1C(C)C)C(C)C)C(C)C)C1=C(C=C(C=C1C(C)C)C(C)C)C(C)C)I)OC(C)C 2,6-diiodo-3,5-bis(2,4,6-triisopropylphenyl)isopropoxybenzene